C(C)N(CCOC=1C=C2C(C3=C(C4=C(O3)C=C(C=C4)OCCC)C(C2=CC1)=O)(C)C)CC 8-(2-Diethylamino-ethoxy)-6,6-dimethyl-3-propoxy-6H-benzo[b]naphtho[2,3-d]furan-11-one